C(C)(=O)SC1CCC(CC1)CC(C)(C)NC(=O)OC(C)(C)C S-((1S,4S)-4-(2-((tert-butoxycarbonyl) amino)-2-methylpropyl) cyclohexyl) thioacetate